1-octadecanoyl-2-(9Z,12Z-octadecadienoyl)-sn-glycero-3-phosphoserine CCCCCCCCCCCCCCCCCC(=O)OC[C@H](COP(=O)(O)OC[C@@H](C(=O)O)N)OC(=O)CCCCCCC/C=C\C/C=C\CCCCC